2-bromobenzene-1,3-dicarboxaldehyde BrC1=C(C=CC=C1C=O)C=O